C(#N)C(CCC)(C)SCSSCCCCCCCCCCCC 4-cyano-4-[[(dodecylthio)thiomethyl]thio]pentane